N,N'-diaminopropyl-ethylenediamine NNCCN(N)CCC